m-isopropylphenyl-cumene C(C)(C)C=1C(=C(C=CC1)C(C)C)C1=CC=CC=C1